(R)-N-(4-(3-aminopyrrolidin-1-yl)-1,2-dimethyl-1H-benzo[d]imidazol-5-yl)-1-(2,6-difluorophenyl)-6-oxo-1,6-dihydropyridazine-3-carboxamide N[C@H]1CN(CC1)C1=C(C=CC=2N(C(=NC21)C)C)NC(=O)C2=NN(C(C=C2)=O)C2=C(C=CC=C2F)F